BrC=1C=C(C=CC1)C1(CCCC1)CN 1-(3-bromophenyl)cyclopentanemethanamine